3-(4-diethylamino-2-ethoxyphenyl)-3-(1-ethyl-2-methylindole-3-yl)-4-azaphthalide C(C)N(C1=CC(=C(C=C1)C1(OC(=O)C2=CC=CN=C12)C1=C(N(C2=CC=CC=C12)CC)C)OCC)CC